S1(C=CC=C1)(=O)=O 1-thiofuran dioxide